diphenyl(diphenylfluorenyl)phosphine oxide C1(=CC=CC=C1)P(C1=C(C(=CC=2C3=CC=CC=C3CC12)C1=CC=CC=C1)C1=CC=CC=C1)(C1=CC=CC=C1)=O